N[C@@H]1C=2C=CC=C(C2CC12CCN(CC2)C=2C=NC(=NC2)SC=2C(=NC=CC2)C#N)C#N (S)-1-amino-1'-(2-((2-cyanopyridin-3-yl)thio)pyrimidin-5-yl)-1,3-dihydrospiro[indene-2,4'-piperidine]-4-carbonitrile